IC(CC(CC(CCCC(OC)OC(CCCC(CC(CC(C)I)C)C)OC)C)C)C 8-iodo-4,6-dimethylnonylmethoxymethyl ether